N-{1-[(2,4-Dichlorophenyl)methyl]-1H-pyrazol-3-yl}-2,6-difluorobenzamide ClC1=C(C=CC(=C1)Cl)CN1N=C(C=C1)NC(C1=C(C=CC=C1F)F)=O